3-(methacryloxy)-propyl-trimethoxysilane C(C(=C)C)(=O)OCCC[Si](OC)(OC)OC